2-(3-chloro-2-pyridinyl)-5-(difluoromethoxy)pyrazole-3-carboxylic acid ClC=1C(=NC=CC1)N1N=C(C=C1C(=O)O)OC(F)F